FC1=C(\C=C\2/OC(C3=CC(=CC(=C23)[N+](=O)[O-])F)=O)C=CC(=C1)F (Z)-3-(2,4-difluorobenzylidene)-6-fluoro-4-nitroisobenzofuran-1(3H)-one